FC(C(C)N)(F)F 1,1,1-trifluoro-2-propanamine